C(=O)(O)C=1NC2=C(N1)C=CC=C2 CARBOXY-BENZIMIDAZOLE